CN(C)C(ON1N=NC=2C1=NC=CC2)=[N+](C)C [dimethylamino(triazolo[4,5-b]pyridin-3-yloxy)methylidene]-dimethylazanium